(1S,3S)-3-((2-methyl-6-(1-methyl-5-(((4-phenyl-1,3,5-triazin-2-yl)amino)methyl)-1H-1,2,3-triazol-4-yl)pyridin-3-yl)oxy)cyclohexanecarboxylic acid CC1=NC(=CC=C1O[C@@H]1C[C@H](CCC1)C(=O)O)C=1N=NN(C1CNC1=NC=NC(=N1)C1=CC=CC=C1)C